3-(4-(aminomethyl)phenyl)-6-((1-(2-chloro-4-(1,2,4-oxadiazol-3-yl)benzyl)-4-hydroxypiperidin-4-yl)methyl)-2-methyl-2,6-dihydro-7H-pyrazolo[4,3-d]pyrimidin-7-one dihydrochloride Cl.Cl.NCC1=CC=C(C=C1)C=1N(N=C2C1N=CN(C2=O)CC2(CCN(CC2)CC2=C(C=C(C=C2)C2=NOC=N2)Cl)O)C